FC(C1=NN=C(O1)C1=CC(=C(C=C1F)CN1N=NC(=C1)C1=CC2=C(N=C(S2)N)C=C1)F)F 6-[1-[[4-[5-(difluoromethyl)-1,3,4-oxadiazol-2-yl]-2,5-difluorophenyl]methyl]triazol-4-yl]-1,3-benzothiazol-2-amine